O=C1N(CCOC1)C1=CC=C(C=C1)S(=O)(=O)NC1=C(N=CS1)C(=O)O 5-{[4-(3-oxomorpholin-4-yl)phenyl]sulfonamido}-1,3-thiazole-4-carboxylic acid